(E)-2,4-dimethoxy-6-(2,4-dimethoxystyryl)benzoic acid methyl ester COC(C1=C(C=C(C=C1\C=C\C1=C(C=C(C=C1)OC)OC)OC)OC)=O